2,4-dimethyl-6-vinyl-s-triazine CC1=NC(=NC(=N1)C)C=C